C[Sn](C)(C)CC=1C=C2C=CNC2=CC1 5-((trimethylstannyl)methyl)-1H-indole